6-Chloro-3-[1-[3,6-dimethyl-2-(1-methylindazol-3-yl)-4-oxo-chromen-8-yl]ethylamino]pyridine-2-carboxylic acid ClC1=CC=C(C(=N1)C(=O)O)NC(C)C=1C=C(C=C2C(C(=C(OC12)C1=NN(C2=CC=CC=C12)C)C)=O)C